C12C(C3CC(CC(C1)C3)C2)OC=2C=C(C=CC2)[C@H]2SCC[C@H](NC2=O)CNC(=O)C2=NC=CC=N2 N-(((2R,5S)-2-(3-(((1R,3S,5R,7R)-adamantan-2-yl)oxy)phenyl)-3-oxo-1,4-thiazepan-5-yl)methyl)pyrimidine-2-carboxamide